6-(benzyloxy)-9-bromo-2-methyl-[1,2,4]triazolo[5,1-a]isoquinoline-5-carboxylic acid C(C1=CC=CC=C1)OC1=C(N2C(C3=CC(=CC=C13)Br)=NC(=N2)C)C(=O)O